4-[(3-methylsulfonylphenyl)-(3-pyridinyl)methyl]piperidine-1-carboxylic acid tert-butyl ester C(C)(C)(C)OC(=O)N1CCC(CC1)C(C=1C=NC=CC1)C1=CC(=CC=C1)S(=O)(=O)C